C(C)(C)(C)OC(=O)N1CCC(CC1)N1N=CC2=C1N(C(C=1C=C(C=C(C21)C(C)Br)C#N)=O)C 4-[9-(1-bromoethyl)-7-cyano-4-methyl-5-oxo-pyrazolo[3,4-c]isoquinolin-3-yl]piperidine-1-carboxylic acid tert-butyl ester